(R)-5-(pyrazin-2-yl)-4-(pyrazolo[1,5-a]pyridin-2-yl)-4,5,6,7-tetrahydro-1H-imidazo[4,5-c]pyridine N1=C(C=NC=C1)N1[C@H](C2=C(CC1)NC=N2)C2=NN1C(C=CC=C1)=C2